methyl 2-(1-(tert-butyl)-4-(3-(trifluoromethyl)phenoxy)-1H-1,2,3-triazole-5-carbonyl)-1-(2,4-dimethylbenzyl)hydrazine-1-carboxylate C(C)(C)(C)N1N=NC(=C1C(=O)NN(C(=O)OC)CC1=C(C=C(C=C1)C)C)OC1=CC(=CC=C1)C(F)(F)F